N-(2-((R)-3,4-dimethylpiperazin-1-yl)-5-((6-((R)-3-(3-fluoro-5-(trifluoromethyl)phenyl)isoxazolidin-2-yl)pyrimidin-4-yl)amino)-4-methoxyphenyl)acrylamide C[C@@H]1CN(CCN1C)C1=C(C=C(C(=C1)OC)NC1=NC=NC(=C1)N1OCC[C@@H]1C1=CC(=CC(=C1)C(F)(F)F)F)NC(C=C)=O